C[C@H](CCCC(C)C)[C@H]1CC[C@@H]2[C@@]1(CC[C@H]3[C@H]2CC=C4[C@@]3(CC[C@@H](C4)S)C)C cholesteryl mercaptan